C(C)(C)N1CC2=C3C(C=CC3=C3C(C=C2)=CC=NN3)=N1 4-isopropyl-5,11-dihydro-4H-3,4,10,11-tetraazadibenzo[cd,h]azulene